(R)-1-(6-(4-((3-chloro-2-fluoro-4-((tetrahydrofuran-3-yl)methoxy)phenyl)amino)pyrido[3,2-d]pyrimidin-6-yl)-1,6-diazaspiro[3.3]heptan-1-yl)prop-2-en-1-one ClC=1C(=C(C=CC1OC[C@H]1COCC1)NC=1C2=C(N=CN1)C=CC(=N2)N2CC1(CCN1C(C=C)=O)C2)F